di-tert-butyl ((6-methyl-5-(1-(2-methyl-4-(trifluoromethoxy) phenyl)-4-oxo-6-(trifluoromethyl)-1,4-dihydropyrido[2,3-d]pyrimidin-3(2H)-yl)-2-oxopyridin-1(2H)-yl)methyl) phosphate P(=O)(OC(C)(C)C)(OC(C)(C)C)OCN1C(C=CC(=C1C)N1CN(C2=C(C1=O)C=C(C=N2)C(F)(F)F)C2=C(C=C(C=C2)OC(F)(F)F)C)=O